C[C@@H]1O[C@@H](CN(C1)CC1=CC=C(/C=C/C2=NNC3=CC(=CC=C23)C=C2C(NCC2C2=CC(=CC=C2)OC)=O)C=C1)C 3-((3-((E)-4-(((2s,6r)-2,6-dimethylmorpholino)methyl)styryl)-1H-indazol-6-yl)methylene)-4-(3-methoxyphenyl)pyrrolidin-2-one